1-methyl-3-methylene-2,3-dihydro-1H-indene CC1CC(C2=CC=CC=C12)=C